FC=1C=C(C2=C(OC(C(O2)([2H])[2H])([2H])[2H])C1)NC1=NC=2N(C(=C1)NC([2H])([2H])[2H])N=CC2NC(=O)N[C@H]2[C@H](C2)F 1-(5-((7-fluoro-2,3-dihydrobenzo[b][1,4]dioxin-5-yl-2,2,3,3-d4)amino)-7-((methyl-d3)amino)pyrazolo[1,5-a]pyrimidin-3-yl)-3-((1R,2S)-2-fluorocyclopropyl)urea